C(C)(C)(C)[S@@](=O)N[C@](CC1CC(C1)NC(OC(C)(C)C)=O)(CC=C)C tert-butyl ((1R,3r)-3-((S)-2-(((R)-tert-butylsulfinyl)amino)-2-methylpent-4-en-1-yl)cyclobutyl)carbamate